3-chloro-6-(cyclopropyldifluoromethyl)pyridazine ClC=1N=NC(=CC1)C(F)(F)C1CC1